8-Bromo-N4-(4-(pyridin-2-yl)benzyl)-N2-(tetrahydro-2H-pyran-4-yl)pyrazolo[1,5-a][1,3,5]triazine-2,4-diamine BrC=1C=NN2C1N=C(N=C2NCC2=CC=C(C=C2)C2=NC=CC=C2)NC2CCOCC2